FC(S(=O)(=O)OC1=C2C=C(C(N(C2=CC(=C1)C(C)(F)F)C)=O)C)(F)F 7-(1,1-Difluoroethyl)-1,3-dimethyl-2-oxo-1,2-dihydroquinolin-5-yl trifluoromethanesulfonate